chloro-4''-((5-fluoropyridin-2-yl)methoxy)-3-(2-hydroxypropan-2-yl)-5',6''-dimethyl-2H,2''H-[1,2':4',1''-terpyridin]-2,2''-dione ClC1=C(C(N(C=C1)C1=NC=C(C(=C1)N1C(C=C(C=C1C)OCC1=NC=C(C=C1)F)=O)C)=O)C(C)(C)O